(2-hydroxy-2-methylpropyl)-L-serine OC(CN[C@@H](CO)C(=O)O)(C)C